5-((R)-2-((S)-6,8-dichloro-1-methyl-1,2,3,4-tetrahydroisoquinoline-2-carbonyl)morpholino)imidazo[1,2-a]pyrazine-2-carboxylic acid ClC=1C=C2CCN([C@H](C2=C(C1)Cl)C)C(=O)[C@@H]1OCCN(C1)C1=CN=CC=2N1C=C(N2)C(=O)O